C(C)(C)(C)[S@@](=O)N[C@H](C)C=1C(=C(C=C(C1)C(F)(F)F)NC(C)=O)F N-[3-[(1R)-1-[[(R)-tert-butylsulfinyl]amino]ethyl]-2-fluoro-5-(trifluoromethyl)phenyl]acetamide